ClC1=CC2=C(N=CN(C2=O)CC2(CCN(CC2)C(C2=C(C=C(C=C2)C)C)=O)O)N1C1=CC=C(C=C1)[C@@H]1CO[C@H](CN1C(=O)OC(C)(C)C)C tert-butyl (2S,5R)-5-(4-(6-chloro-3-((1-(2,4-dimethylbenzoyl)-4-hydroxypiperidin-4-yl)methyl)-4-oxo-3,4-dihydro-7H-pyrrolo[2,3-d]pyrimidin-7-yl)phenyl)-2-methylmorpholine-4-carboxylate